BrC=1C=NN2C1N=C(N=C2NCC2=CC=C(C=C2)NC(CC)=O)NC2CCOCC2 N-(4-(((8-bromo-2-((tetrahydro-2H-pyran-4-yl)amino)pyrazolo[1,5-a][1,3,5]triazin-4-yl)amino)methyl)phenyl)propanamide